2-methyl-3-ethyl-3-pentanol CC(C)C(CC)(O)CC